tert-butyl 4-[3-phenoxy-6-{[2-(pyridazin-4-yl)-1,3-thiazole-4-carbonyl] amino}-2-(trifluoromethyl) phenyl]-3,6-dihydropyridine-1(2H)-carboxylate O(C1=CC=CC=C1)C=1C(=C(C(=CC1)NC(=O)C=1N=C(SC1)C1=CN=NC=C1)C=1CCN(CC1)C(=O)OC(C)(C)C)C(F)(F)F